N[C@H](C(=O)N)CC1=CC=CC=C1 (S)-2-amino-3-phenylpropionamide